COCC(C)(C)N1C=C(C=C1)C(=O)O 1-(1-methoxy-2-methylpropan-2-yl)-1H-pyrrole-3-carboxylic acid